1,1,1-trifluoro-2-methylpropan-2-amine hydrochloride Cl.FC(C(C)(N)C)(F)F